C[C@H]1C=C(CCN1C(=O)OC(C)(C)C)OS(=O)(=O)C(F)(F)F tert-Butyl (6S)-6-methyl-4-(trifluoromethanesulfonyloxy)-1,2,3,6-tetrahydropyridine-1-carboxylate